N-{[1-(azetidine-1-carbonyl)cyclopentyl]methyl}-4H,5H,6H,7H,8H,9H-cycloocta[b]thiophene-2-carboxamide N1(CCC1)C(=O)C1(CCCC1)CNC(=O)C1=CC2=C(S1)CCCCCC2